FC(C=1C=C2C=C(NC2=CC1)C(N[C@H]1CN(CC[C@@H]2N(C1=O)[C@@H](CC2)C(=O)N2CC1=CC=CC=C1CC2)C(C(C)C)=O)=O)(F)P(O)(O)=O (difluoro(2-(((5S,8S,10aR)-3-isobutyryl-6-oxo-8-(1,2,3,4-tetrahydroisoquinoline-2-carbonyl)decahydropyrrolo[1,2-a][1,5]diazocin-5-yl)carbamoyl)-1H-indol-5-yl)methyl)phosphonic acid